5-(4-(benzyloxy)-2-fluorophenyl)-1-(pyridin-3-ylsulfonyl)-1H-pyrrole-3-carbaldehyde C(C1=CC=CC=C1)OC1=CC(=C(C=C1)C1=CC(=CN1S(=O)(=O)C=1C=NC=CC1)C=O)F